2,5-dioxopyrrolidin-1-yl 8-(((7-(dimethylamino)-3-oxo-3H-phenoxazin-1-yl)methyl)amino)-8-oxooctanoate CN(C=1C=C2OC3=CC(C=C(C3=NC2=CC1)CNC(CCCCCCC(=O)ON1C(CCC1=O)=O)=O)=O)C